CC1CCC(CC1)NC(OC1=CC(=C(C=C1)F)C=1C=NC=C(C1)C=1OC=CN1)=O 4-fluoro-3-(5-(oxazol-2-yl)pyridin-3-yl)phenyl (4-methylcyclohexyl)carbamate